3-amino-6-chloro-2',4',6'-trifluoro-2-iodo-[1,1'-biphenyl]-4-carboxylic acid NC=1C(=C(C(=CC1C(=O)O)Cl)C1=C(C=C(C=C1F)F)F)I